(R)-N-([3,4'-bipyridyl]-6-ylmethyl)-6-fluoro-N-(1-(2-fluorophenyl)ethyl)nicotinamide N1=CC(=CC=C1CN(C(C1=CN=C(C=C1)F)=O)[C@H](C)C1=C(C=CC=C1)F)C1=CC=NC=C1